alpha-D-glucosamine pentapropionate C(CC)(=O)O.C(CC)(=O)O.C(CC)(=O)O.C(CC)(=O)O.C(CC)(=O)O.O[C@@H]1[C@H](N)[C@@H](O)[C@H](O)[C@H](O1)CO